CC(C)N1C(C=2N=C(N=CC2C1)N1CSCC1)=O 6-(propan-2-yl)-2-(1,3-thiazolidin-3-yl)-5,6-dihydro-7H-pyrrolo[3,4-d]pyrimidin-7-one